FC1(OC2=C(O1)C=CC(=C2)N(C(=O)C=2C=C(C=CC2)N2N=C(C=1CCC[C@H](C21)OC2=CC=C(C=N2)C(=O)O)C(F)(F)F)C)F |o1:26| (R) or (S)-6-[[1-[3-[(2,2-difluoro-1,3-benzodioxol-5-yl)-methylcarbamoyl]phenyl]-3-(trifluoromethyl)-4,5,6,7-tetrahydroindazol-7-yl]oxy]pyridine-3-carboxylic acid